2-(4-bromobut-2-en-1-yl)isoindoline-1,3-dione BrCC=CCN1C(C2=CC=CC=C2C1=O)=O